CC1=CC2=NC=3C=CC=CC3C(N2N1)=O 2-methyl-1H,9H-pyrazolo[3,2-b]quinazolin-9-one